5-(4,8-dimethylnon-1,7-dienyl)benzene-1,3-diol CC(CC=CC=1C=C(C=C(C1)O)O)CCC=C(C)C